ClCC=1C=CC=C2COC(C12)CC(=O)OC Methyl 2-(7-(chloromethyl)-1,3-dihydroisobenzofuran-1-yl)acetate